3'-ethyl-7-(trifluoromethyl)spiro[chromane-2,1'-cyclohexan]-4-one C(C)C1CC2(CCC1)OC1=CC(=CC=C1C(C2)=O)C(F)(F)F